2-fluoro-4-(((1r,3R,5'S,7a'R)-3'-oxo-5'-phenyltetrahydro-3'H-spiro[cyclobutane-1,2'-pyrrolo[2,1-b]oxazol]-3-yl)oxy)benzonitrile FC1=C(C#N)C=CC(=C1)OC1CC2(C(N3[C@H](O2)CC[C@H]3C3=CC=CC=C3)=O)C1